(S)-2-(4-bromo-2-iodophenoxy)-4-fluorobutyric acid BrC1=CC(=C(O[C@H](C(=O)O)CCF)C=C1)I